NC1=C(C=2C(=NC(=C(C2)C)C)N1C1=C(C=CC=2NS(CC21)(=O)=O)C)C(=O)N 2-Amino-5,6-dimethyl-1-(5-methyl-2,2-dioxo-1,3-dihydrobenzo[c]isothiazol-4-yl)-1H-pyrrolo[2,3-b]pyridine-3-carboxamide